N1(CCOCC1)C(=O)OC(=O)N1CCCC1 (morpholine-4-carbonyl)pyrrolidine-1-carboxylate